CC=1C=C(C=CC1C)C(C(Cl)(Cl)Cl)(C(Cl)Cl)C1=CC(=C(C=C1)C)C 2,2-bis(3,4-dimethylphenyl)pentachloropropane